(S)-5,5-dimethyl-2-(((5,6,7,8-tetrahydroquinolin-3-yl)methyl)amino)hexanoic acid compound with methanesulfonic acid CS(=O)(=O)O.CC(CC[C@@H](C(=O)O)NCC=1C=NC=2CCCCC2C1)(C)C